CC(=CCC(CO)C(=C)C)C The molecule is a monoterpenoid alcohol that is hepta-1-5-diene which is substituted at positions 2 and 6 by methyl groups and at position 3 by a hydroxymethyl group. It is commonly found in lavender oil. It has a role as a fragrance, a pheromone and a plant metabolite. It is a monoterpenoid and a primary alcohol.